6-(2-fluoro-4-(trifluoromethyl)phenyl)-2,3,4,5-tetrahydropyridine FC1=C(C=CC(=C1)C(F)(F)F)C=1CCCCN1